C(C)(C)(C)C1=CC=C(C(=O)O)C=C1 4-(tert-butyl)benzoic acid